N-(3,5-dichloro-4-(2,6-dioxopiperidin-3-yl)benzyl)-2-methyl-2-(thiazolo[4,5-b]pyridin-6-yl)propanamide ClC=1C=C(CNC(C(C)(C=2C=C3C(=NC2)N=CS3)C)=O)C=C(C1C1C(NC(CC1)=O)=O)Cl